diisopropyl-(2-ethylhexyl)-amine C(C)(C)N(CC(CCCC)CC)C(C)C